6-((2-((adamantan-1-yl)amino)-2-oxoethyl)thio)-2-oxo-2,3-dihydropyrimidine-4-carboxylic acid C12(CC3CC(CC(C1)C3)C2)NC(CSC=2C=C(NC(N2)=O)C(=O)O)=O